N-(4-n-Propylamino-6-prop-2-ynylamino-[1,3,5]triazin-2-yl)-hydroxylamine C(CC)NC1=NC(=NC(=N1)NCC#C)NO